2-(((2R,3S)-1-(6-((2-((3S,4R)-3-fluoro-4-methoxypiperidin-1-yl)pyrimidin-4-yl)amino)-4-isopropyl-2,7-naphthyridin-1-yl)-2-methylazetidin-3-yl)oxy)ethan-1-ol F[C@H]1CN(CC[C@H]1OC)C1=NC=CC(=N1)NC=1C=C2C(=CN=C(C2=CN1)N1[C@@H]([C@H](C1)OCCO)C)C(C)C